5-methoxy-1H-indole-2,3-dione COC=1C=C2C(C(NC2=CC1)=O)=O